(E)-oxacyclohexadec-13-en O1CCCCCCCCCCC\C=C\CC1